C(C)(C)(C)C=1C(=CC(=C(C1)C(CC(C)(C)C)(C)C)O)C 4-tert-butyl-6-(1,1,3,3-tetramethylbutyl)-m-cresol